2-chloro-3-[(1-methylpyrazol-4-yl)methyl]quinazolin-4-one ClC1=NC2=CC=CC=C2C(N1CC=1C=NN(C1)C)=O